4-(6-nitropyridin-3-yl)piperidine-1-formic acid tert-butyl ester C(C)(C)(C)OC(=O)N1CCC(CC1)C=1C=NC(=CC1)[N+](=O)[O-]